1-(3,6-dibromo-9H-carbazol-9-yl)-3-(piperazin-1-yl)propan-2-ol BrC=1C=CC=2N(C3=CC=C(C=C3C2C1)Br)CC(CN1CCNCC1)O